(Z)-7-(2,4-dioxo-5-(furan-2-ylmethylene)thiazolidin-3-yl)heptanoic acid O=C1S\C(\C(N1CCCCCCC(=O)O)=O)=C/C=1OC=CC1